O1C(=NC2=C1C=CC=C2)C(CCCCC)(NC2=NN=NC(=C2CC)C2=CC=CC=C2)C=2OC1=C(N2)C=CC=C1 bis-benzoxazolylphenyl-ethylhexylaminotriazine